C(C)N1C(SC(=C1C)CCO)I 3-ethyl-5-(2-hydroxyethyl)-4-methyl-iodothiazole